ClC1=CC=C(C=C1)[C@@H](NC(=O)[C@H]1NC(NC1)=O)C1=CC(=C(C=C1)F)C(F)(F)F (S)-N-((R)-(4-chlorophenyl)(4-fluoro-3-(trifluoro-methyl)phenyl)methyl)-2-oxoimidazolidine-4-carboxamide